aminoSulfonic acid NS(=O)(=O)O